3-((2S)-2-hydroxy-3-(2-methoxy-8-azaspiro[4.5]dec-3-ylamino)propoxy)-N-methylbenzenesulfonamide O[C@H](COC=1C=C(C=CC1)S(=O)(=O)NC)CNC1C(CC2(C1)CCNCC2)OC